FC1=C(C=C2C=NN(C(C2=C1)=O)CC=1C(=NC=CC1)O)S(=O)(=O)C1=CC=CC=C1 7-fluoro-2-((2-hydroxypyridin-3-yl)methyl)-6-(phenylsulfonyl)phthalazin-1(2H)-one